5-[(5R,7R)-7-amino-1-fluoro-3-hydroxy-5-methyl-5,6,7,8-tetrahydronaphthalen-2-yl]-1λ6,2,5-thiadiazolidine-1,1,3-trione N[C@@H]1C[C@H](C=2C=C(C(=C(C2C1)F)N1CC(NS1(=O)=O)=O)O)C